OC(CC(=O)[O-])C β-Hydroxybutyrat